C(CC(O)(C(=O)O)CC(=O)O)(=O)O.C(C)(C)O isopropanol citrate